CC(=CCC/C(=C/CC/C(=C/CC/C(=C/CC/C=C(/CC/C=C(/CC/C=C(/CCC=C(C)C)\\C)\\C)\\C)/C)/C)/C)C The molecule is an acyclic carotene that is lycopene in which the double bonds at positions C-7, C-11, C-15, C-7', C-11' and C-15' have been reduced to single bonds.